CN1N=CC(=C1)C1=CC(=C2C=CC=NC2=C1)C1(CC1)N 1-(7-(1-methyl-1H-pyrazol-4-yl)quinolin-5-yl)cyclopropan-1-amine